C(CCCCCCC)OC(CCC(=O)OCCC1(CCN(CC1)CCCCOCC1=CC=CC=C1)CCOC(CCC(OCC12CCC(CC1)CC2)OCC21CCC(CC2)CC1)=O)OCCCCCCCC 2-(1-(4-(benzyloxy)butyl)-4-(2-((4,4-bis(bicyclo[2.2.2]octan-1-ylmethoxy)butanoyl)oxy)ethyl)piperidin-4-yl)ethyl 4,4-bis(octyloxy)butanoate